Rac-(1R,2R)-2-methoxycyclobutan-1-amine CO[C@H]1[C@@H](CC1)N |r|